C(#N)C1=NC2=CC(=CC(=C2N=C1N1CC=2C=NC=CC2C1)[C@@H](C)NC1=C(C(=O)O)C=CC=C1)C (R)-2-((1-(2-cyano-3-(1,3-dihydro-2H-pyrrolo[3,4-c]pyridin-2-yl)-7-methylquinoxalin-5-yl)ethyl)amino)-benzoic acid